R-3-hydroxybutyraldehyde O[C@@H](CC=O)C